BrC(C(=O)OCCCCCCCCCCCCCCCCCCCC)CC eicosanyl 2-bromobutyrate